N-[5-[2-methyl-5-[(3S)-1-methylpyrrolidin-3-yl]oxy-4-pyridyl]pyrazolo[1,5-a]pyridin-2-yl]cyclopropanecarboxamide CC1=NC=C(C(=C1)C1=CC=2N(C=C1)N=C(C2)NC(=O)C2CC2)O[C@@H]2CN(CC2)C